N-((1R,4R)-4-((4-((5-cyclopropyl-1H-pyrazol-3-yl)amino)pyrimidin-2-yl)(methyl)amino)cyclohexyl)-1-methyl-1H-1,2,3-triazole-4-carboxamide C1(CC1)C1=CC(=NN1)NC1=NC(=NC=C1)N(C1CCC(CC1)NC(=O)C=1N=NN(C1)C)C